N1=C(C=NC=C1)CN1C=CC=2C1=NC=CC2 1-(pyrazin-2-ylmethyl)-1H-pyrrolo[2,3-b]pyridIne